3-(difluoromethyl)-N-[2-fluoro-5-[2-(2-hydroxyethoxy)-6-(morpholin-4-yl)pyridin-4-yl]-4-methylphenyl]azetidine-1-carboxamide FC(C1CN(C1)C(=O)NC1=C(C=C(C(=C1)C1=CC(=NC(=C1)N1CCOCC1)OCCO)C)F)F